C(C)N(C(=O)[C@H]1CN([C@@H](C(=C1)C=1C=CC=C2C=C(NC12)C)CO)C)CC (3R,6S)-N,N-diethyl-6-(hydroxymethyl)-1-methyl-5-(2-methyl-1H-indol-7-yl)-1,2,3,6-tetrahydropyridine-3-carboxamide